(2-chlorobenzyl)(phenyl)selenium ClC1=C(C[Se]C2=CC=CC=C2)C=CC=C1